C(N)(=O)C1(C[C@@H](CC1)N(C(=O)[C@H]1N(CCC1)S(=O)(=O)C1=CC=C(C)C=C1)CC1=CC=C(C=C1)Cl)C (2S)-N-((1R)-3-Carbamoyl-3-methylcyclopentyl)-N-(4-chlorobenzyl)-1-tosylpyrrolidine-2-carboxamide